C(C1=CC=CC=C1)OC(=O)N1[C@H](CCC1)[C@@H]([C@H](C1=CC(=CC=C1)F)C1=C(C(=CC=C1)F)F)O (R)-2-((1R,2R)-2-(2,3-difluorophenyl)-2-(3-fluorophenyl)-1-hydroxyethyl)pyrrolidine-1-carboxylic acid benzyl ester